tris(butylcyclopentadienyl)-yttrium C(CCC)C1(C=CC=C1)[Y](C1(C=CC=C1)CCCC)C1(C=CC=C1)CCCC